FC(CN1N=C(C=C1)[Sn](CCCC)(CCCC)CCCC)(C)F 1-(2,2-difluoropropyl)-3-(tributylstannyl)-1H-pyrazole